COC1=C(C=CC(=C1)OCCN1CCCCC1)NC1=C2C(NC(C2=CC=C1)=O)=O 4-((2-methoxy-4-(2-(piperidin-1-yl)ethoxy)phenyl)amino)isoindoline-1,3-dione